(1-phenylazetidin-3-yl)ethanone C1(=CC=CC=C1)N1CC(C1)C(C)=O